BrC=1C(=C(OC2CCC(CC2)CC(CO)C)C=CC1)C 3-((1r,4r)-4-(3-bromo-2-methylphenoxy)cyclohexyl)-2-methylpropan-1-ol